2-((6-((5-Chloro-2-(3-((1,3-dioxoisoindolin-2-yl)methyl)-4,4-difluoro-5-methylpiperidin-1-yl)pyrimidin-4-yl)amino)-1-methyl-2-oxo-1,2-dihydroquinolin-3-yl)oxy)-N-methylacetamide ClC=1C(=NC(=NC1)N1CC(C(C(C1)C)(F)F)CN1C(C2=CC=CC=C2C1=O)=O)NC=1C=C2C=C(C(N(C2=CC1)C)=O)OCC(=O)NC